3-(6-{[1-({[3-fluoro-4-(trifluoromethyl)phenyl]methyl}carbamoyl)-D-prolyl]amino}pyridin-3-yl)benzoic acid FC=1C=C(C=CC1C(F)(F)F)CNC(=O)N1[C@H](CCC1)C(=O)NC1=CC=C(C=N1)C=1C=C(C(=O)O)C=CC1